2-[(4-iodopyrazol-1-yl)methoxy]ethyl-trimethyl-silane IC=1C=NN(C1)COCC[Si](C)(C)C